4-hydroxy-N-((4S)-4-methylcycloheptyl)-1-(2-morpholinoethyl)-2-oxo-1,2-dihydro-1,8-naphthyridine-3-carboxamide OC1=C(C(N(C2=NC=CC=C12)CCN1CCOCC1)=O)C(=O)NC1CC[C@H](CCC1)C